N1=CC=C(C2=CC=CC=C12)N1C(NC2=C1C=CC=C2)=O 1-(quinolin-4-yl)-1H-benzo[d]imidazol-2(3H)-one